1-(4-((4-((S)-3-phenylisoxazolidin-2-yl)-5-(trifluoromethyl)pyrimidin-2-yl)amino)phenyl)-4,5-dihydro-3H-isothiazole 1-oxide C1(=CC=CC=C1)[C@H]1N(OCC1)C1=NC(=NC=C1C(F)(F)F)NC1=CC=C(C=C1)S1(NCCC1)=O